FC=1C=C2C(=CN(C2=CC1F)C(=O)OC(C)(C)C)B1OC(C(O1)(C)C)(C)C tert-butyl 5,6-difluoro-3-(4,4,5,5-tetramethyl-1,3,2-dioxaborolan-2-yl)indole-1-carboxylate